C(C)(C)(C)OC([C@@H](CC1=CC(=CC=C1)C#C)[C@@H]1CN(CC1)C(=O)OC(C)(C)C)=O tert-Butyl (3R)-3-[(1S)-2-tert-butoxy-1-[(3-ethynylphenyl)methyl]-2-oxo-ethyl]pyrrolidine-1-carboxylate